C(C1CO1)OC(CC)[Si](OCCC)(OCCC)OCCC α-glycidoxypropyltripropoxysilane